BETA-[[fluorenylmethoxycarbonyl]amino]-ALPHA-hydroxybenzenebutyric acid C1(=CC=CC=2C3=CC=CC=C3CC12)COC(=O)NC(C(C(=O)O)O)CC1=CC=CC=C1